FC(CCCCCCOC(CCCCCCC)=O)(C(F)(F)F)F octanoic acid 7,7,8,8,8-pentafluorooctyl ester